(2S,3s)-3-(4-chlorophenyl)-3-[(1R)-1-(4-chlorophenyl)-7-fluoro-5-[(1R)-1-hydroxy-1-(oxazolidin-4-yl)propyl]-1-methoxy-3-oxo-2,3-dihydro-1H-isoindol-2-yl]-2-methylpropanoic acid ClC1=CC=C(C=C1)[C@H]([C@@H](C(=O)O)C)N1[C@@](C2=C(C=C(C=C2C1=O)[C@](CC)(C1NCOC1)O)F)(OC)C1=CC=C(C=C1)Cl